C1(=CC(=CC=C1)C(COC)(C)O)C(COC)(C)O 2,2'-(1,3-phenylene)bis(1-methoxypropan-2-ol)